2-chloro-5-(difluoromethyl)-4-methoxypyrimidine ClC1=NC=C(C(=N1)OC)C(F)F